COC=1C=C(C=CC1OC)C1=NC=2N(C(=C1)C(F)(F)F)N=C(C2)C=2SC=CC2 5-(3,4-Dimethoxyphenyl)-2-(thiophen-2-yl)-7-(trifluoromethyl)pyrazolo[1,5-a]pyrimidine